8-amino-2-methyl-2,6-naphthyridin-1(2H)-one NC=1C=NC=C2C=CN(C(C12)=O)C